C(C)(=O)OC(C)(C)CC tertiary amyl acetate